tert-butyl (3-methylisoxazol-4-yl)carbamate CC1=NOC=C1NC(OC(C)(C)C)=O